O=C1C2C(N(C1)C(=O)OC(C)(C)C)CCN2C(=O)OCC2=CC=CC=C2 4-benzyl 1-(tert-butyl) 3-oxohexahydropyrrolo[3,2-b]pyrrole-1,4-dicarboxylate